COC(C(C)(C)C1=CC=C(C=C1)CC(C(=O)OCCCC)(C)C)=O butyl 3-(4-(1-methoxy-2-methyl-1-oxopropan-2-yl)phenyl)-2,2-dimethylpropanoate